C(C)N1N=C(C=C1C1[C@H]2CC(C[C@@H]12)=O)C=1C=NC=C(C1)C(F)(F)F (1r,5s,6r)-6-(1-ethyl-3-(5-(trifluoromethyl)pyridin-3-yl)-1H-pyrazol-5-yl)bicyclo[3.1.0]hexane-3-one